CC1=C(C=CC(=C1)C)C1=NC(=NC(=N1)C1=C(C=C(C=C1)C)C)C1=C(C=C(OCCOC(C(=O)OC)C)C=C1)O 1-methyl 2-[2-[4-[4,6-bis(2,4-dimethylphenyl)-1,3,5-triazin-2-yl]-3-hydroxy-phenoxy]ethoxy]propanoate